(9H-carbazole) 2-(4-methylphenyl)acetate CC1=CC=C(C=C1)CC(=O)O.C1=CC=CC=2C3=CC=CC=C3NC12